C(CCC)OC(=O)OC=1C2=CC=CC=C2C=C2C=CC=CC12 9-(n-butoxycarbonyloxy)anthracene